N1=CC=C(C=C1)C(=C(C1=CC=NC=C1)C1=CC=NC=C1)C1=CC=NC=C1 1,1,2,2-tetrakis(4-pyridyl)ethylene